(3-(pyrimidin-2-yl)pyridin-2-yl)((1S,4S,6R)-6-((5-(trifluoromethyl)pyrazin-2-yl)amino)-2-azabicyclo[2.2.1]heptan-2-yl)methanone N1=C(N=CC=C1)C=1C(=NC=CC1)C(=O)N1[C@@H]2[C@@H](C[C@H](C1)C2)NC2=NC=C(N=C2)C(F)(F)F